3-bromo-6-(4-fluorophenyl)-1-methoxy-5-(4-methyl-1H-pyrazol-1-yl)pyridin-2(1H)-one BrC=1C(N(C(=C(C1)N1N=CC(=C1)C)C1=CC=C(C=C1)F)OC)=O